(1r,2r)-2-benzyloxy-N-(1,1-dimethylprop-2-ynyl)cyclopentylamine C(C1=CC=CC=C1)O[C@H]1[C@@H](CCC1)NC(C#C)(C)C